2-methylpropane-2-ene CC(C)=C